6-(4-(5-((7-Bromo-5-chloro-4-oxo-3,4-dihydrophthalazin-1-yl)methyl)-2-fluorobenzoyl)piperazin-1-yl)nicotinonitrile BrC1=CC(=C2C(NN=C(C2=C1)CC=1C=CC(=C(C(=O)N2CCN(CC2)C2=NC=C(C#N)C=C2)C1)F)=O)Cl